S1C(=CC=C1)[Si]1(CCC1)C=1SC=CC1 1,1-di(thiophene-2-yl)silacyclobutane